dideoxy-methyl-guanosine C[C@@]1(CC[C@@H](CO)O1)N1C=NC=2C(=O)NC(N)=NC12